CO[Si](C)(OC)CNC(=O)OCC dimethoxy(methyl)silylmethylurethane